1-(4-(2-(3,4-dimethoxyphenyl)-3-(2,2,2-trifluoroethyl)-1H-indol-5-yl)piperidin-1-yl)-3-(piperidin-1-yl)propan-1-one COC=1C=C(C=CC1OC)C=1NC2=CC=C(C=C2C1CC(F)(F)F)C1CCN(CC1)C(CCN1CCCCC1)=O